4-methacryloyloxyethyltrimellitic Acid C(C(=C)C)(=O)OCCC1(CC(=C(C(=O)O)C=C1)C(=O)O)C(=O)O